ClC=1C(=CC(=NC1C1=NC2=C(N1C)C=CC(=C2)C(F)(F)F)C(=NOCC)N)C 5-Chloro-N'-ethoxy-4-methyl-6-[1-methyl-5-(trifluoromethyl)benzimidazol-2-yl]pyridin-2-carboxamidin